C(CCCCCCC)C(C(=O)OOCCCCCCCC)O.C(CCCCCCC)C(C(=O)OOCCCCCCCC)O dioctyloxy bis(octyl glycolate)